6-(4-Bromo-3-(trifluoromethyl)phenyl)-4,5-dihydropyridazin-3(2H)-one BrC1=C(C=C(C=C1)C=1CCC(NN1)=O)C(F)(F)F